2-hydroxymethyl-α-methylstyrene OCC1=C(C(=C)C)C=CC=C1